OC1=CC(=C(C=C1)NC1=NC=C(C(=N1)NC1=CC=CC=C1)C#N)[N+](=O)[O-] 2-((4-hydroxy-2-nitrophenyl)amino)-4-(phenylamino)pyrimidine-5-carbonitrile